2,6-dibromopyrazine BrC1=NC(=CN=C1)Br